(undecyloxy)henicosa-12,15-dien-2-amine C(CCCCCCCCCC)OCC(CCCCCCCCCC=CCC=CCCCCC)N